N1C(=NC2=C1C=CC=C2)CNCCN2N=C(N=C2)C(=O)NCC2=NC=CC=C2Cl 1-{2-[(1H-1,3-Benzodiazol-2-ylmethyl)amino]ethyl}-N-[(3-chloropyridin-2-yl)methyl]-1H-1,2,4-triazole-3-carboxamide